The molecule is a citronellol that is oct-6-ene substituted by a hydroxy group at position 1 and methyl groups at positions 3 and 7 (the 3R-enantiomer). It is an enantiomer of a (S)-(-)-citronellol. C[C@H](CCC=C(C)C)CCO